(R)-N-(2-(4,4-difluoropiperidin-1-yl)-6-methylpyrimidin-4-yl)-4-((2-hydroxy-1-methylethyl)sulfonamido)-2-(6-azaspiro[2.5]octan-6-yl)benzamide hydrochloride Cl.FC1(CCN(CC1)C1=NC(=CC(=N1)NC(C1=C(C=C(C=C1)NS(=O)(=O)[C@@H](CO)C)N1CCC2(CC2)CC1)=O)C)F